tert-butyl methyl(1,3,3-trimethyl-4-oxocyclohexyl)carbamate CN(C(OC(C)(C)C)=O)C1(CC(C(CC1)=O)(C)C)C